(4-cyclopropylpiperazin-1-yl)(5-(2-nitrophenyl)-2-(4-(trifluoromethyl)phenyl)Oxazol-4-yl)methanone C1(CC1)N1CCN(CC1)C(=O)C=1N=C(OC1C1=C(C=CC=C1)[N+](=O)[O-])C1=CC=C(C=C1)C(F)(F)F